N-(4-(4-amino-7-methyl-5-(4-(pyrrolidine-1-carbonyl)phenyl)-7H-pyrrolo[2,3-d]pyrimidin-6-yl)-3-chlorophenyl)methacrylamide NC=1C2=C(N=CN1)N(C(=C2C2=CC=C(C=C2)C(=O)N2CCCC2)C2=C(C=C(C=C2)NC(C(=C)C)=O)Cl)C